7-Cyclopentyl-4-(2-cyclopropylethoxy)-11-oxo-2,6,7,11-tetrahydro-1H-furo[2,3-h]pyrido[2,1-a]isoquinoline-10-carboxylic Acid C1(CCCC1)C1N2C(C=3C4=C(C(=CC3C1)OCCC1CC1)OCC4)=CC(C(=C2)C(=O)O)=O